ClC=1C=C(C=CC1F)C(=O)N1CCC(CC1)(CNCC1=NC=C(C=C1)C)F 3-chloro-4-fluorophenyl-[4-fluoro-4-([(5-methylpyridin-2-yl)methylamino]methyl)piperidin-1-yl]methanone